(E)-N-((1,2,3,5,6,7-hexahydro-s-indacen-4-yl)carbamoyl)-2-((S)-2-methyl-1-(methyl-d3)pyrrolidin-2-yl)ethene-1-sulfonimidamide C1CCC2=C(C=3CCCC3C=C12)NC(=O)NS(=O)(=N)\C=C\[C@]1(N(CCC1)C([2H])([2H])[2H])C